P(OCC)(OCC(C)C)[O-] ethyl (2-methylpropyl) phosphite